ClC=1C=C2N(C(N1)=O)C[C@@]13N2C[C@@H](N=C1)C3 (3S,11aR)-7-Chloro-9-oxo-3,4-dihydro-9H,11H-3,11a-methanopyrazino[1',2':3,4]imidazo[1,2-c]pyrimidine